N(N)C=1N=NC2=C(NC=3C=CC(=CC23)C)N1 3-hydrazino-8-methyl-5H-[1,2,4]Triazino[5,6-b]Indole